C(CCCCCCCCCCC)(=O)O.OCC(O)CO.OCC(O)CO.OCC(O)CO.OCC(O)CO.OCC(O)CO pentaglycerol monolaurate